C=1(C(=CC=CC1)C(=O)C(C(=O)[O-])C#N)C toluoylcyanoacetate